1-(2-((tert-butoxycarbonyl)amino)-3-methylpyridin-4-yl)-5-(trifluoromethyl)-1H-pyrazole-4-carboxylic acid C(C)(C)(C)OC(=O)NC1=NC=CC(=C1C)N1N=CC(=C1C(F)(F)F)C(=O)O